fluoroindendione FC1C(C(C2=CC=CC=C12)=O)=O